C1(CC1)C1=NN(C=N1)C1CC2(CN(C2)C(=O)N2C[C@H]3[C@@H](C2)CC(C3)OC3=CC(=C(C=C3)C(F)(F)F)F)C1 |r| [6-(3-cyclopropyl-1,2,4-triazol-1-yl)-2-azaspiro[3.3]heptan-2-yl]-[rac-(3aS,6aR)-5-[3-fluoro-4-(trifluoromethyl)phenoxy]-3,3a,4,5,6,6a-hexahydro-1H-cyclopenta[c]pyrrol-2-yl]methanone